NC1=C(C(=O)O)C=C(C(=C1)Br)C 2-amino-4-bromo-5-methylbenzoic acid